6-(azidomethyl)-2-picolinaldehyde N(=[N+]=[N-])CC1=CC=CC(=N1)C=O